C(#N)C=1C(=C(C=2C(=C3N(C2C1F)CCCN3)C(=O)C=3SC=CC3)F)F 7-cyano-10-(thiophene-2-carbonyl)-6,8,9-trifluoro-1,2,3,4-tetrahydropyrimido[1,2-a]indole